7-((4-(Cyclopropylmethyl)-3-oxopiperazin-1-yl)methyl)-3-ethyl-1,5-naphthyridin-2(1H)-one C1(CC1)CN1C(CN(CC1)CC1=CN=C2C=C(C(NC2=C1)=O)CC)=O